FC1=C(OC2=CC=C(C=C2)C=2N=C(N3C2C=NC=C3OCCOC)[C@H]3CN(CC3)C(C#CC)=O)C=CC=C1OC (R)-1-(3-(1-(4-(2-fluoro-3-methoxyphenoxy)phenyl)-5-(2-methoxyethoxy)imidazo[1,5-a]pyrazin-3-yl)pyrrolidin-1-yl)but-2-yn-1-one